FC(CCCCCOC1=NSN=C1C=1CN(CCC1)C(F)(F)F)(F)F 3-((6,6,6-trifluorohexyl)oxy)-4-(1-(trifluoromethyl)-1,2,5,6-tetrahydropyridin-3-yl)-1,2,5-thiadiazole